tert-butyl 4-{3-[6-(4-methylpiperazin-1-yl)-[1,2,4]triazolo[4,3-b]pyridazin-3-yl]propanamido}piperidine-1-carboxylate CN1CCN(CC1)C=1C=CC=2N(N1)C(=NN2)CCC(=O)NC2CCN(CC2)C(=O)OC(C)(C)C